The molecule is an octadecadienoyl-CoA that results from the formal condensation of the thiol group of coenzyme A with the carboxy group of (9Z,11E)-octadecadienoic acid. It derives from a 9-cis,11-trans-octadecadienoic acid. It is a conjugate acid of a (9Z,11E)-octadecadienoyl-CoA(4-). CCCCCC/C=C/C=C\\CCCCCCCC(=O)SCCNC(=O)CCNC(=O)[C@@H](C(C)(C)COP(=O)(O)OP(=O)(O)OC[C@@H]1[C@H]([C@H]([C@@H](O1)N2C=NC3=C(N=CN=C32)N)O)OP(=O)(O)O)O